CN1CCC(CC1)NS(=O)(=O)C1=CC=C(C=C1)[N+](=O)[O-] N-(1-methylpiperidin-4-yl)-4-nitrobenzenesulfonamide